FC1=CC=C(C=C1)[C@H](CO)NCCC(=O)N1CC2CCC(C1)N2C2=C(C#N)C=CC=N2 (3-(3-(((R)-1-(4-fluorophenyl)-2-hydroxyethyl)amino)propanoyl)-3,8-diazabicyclo[3.2.1]octan-8-yl)nicotinonitrile